C(C)(C)C1=C(C(=CC=C1)C(C)C)N1C(N(C=C1)CC1=C(C=C(C=C1C)C)C)=[Cu-2]Cl 1-(2,6-diisopropylphenyl)-3-(2,4,6-trimethylbenzyl)-imidazol-2-ylidenecopper(I) chloride